4-tetrahydropyridone N1CCC(CC1)=O